4-guanidinobutyraldehyde N(C(=N)N)CCCC=O